CN1N=C2C([NH2+]CCC2=C1C=1C=C(C=C(C1)F)CC(=O)N)C 2-[3-(2,7-dimethyl-4,5,6,7-tetrahydropyrazolo[3,4-c]pyridine-6-ium-3-yl)-5-fluoro-phenyl]acetamide